6-(4-trifluoromethoxyphenyl)-2-(3-pyridyl)pyrimidine-4-carboxylic acid FC(OC1=CC=C(C=C1)C1=CC(=NC(=N1)C=1C=NC=CC1)C(=O)O)(F)F